BrC=1C=C(C=CC1)CC(C(=O)O)C1CN(CC1)C(=O)OC(C)(C)C 3-(3-bromophenyl)-2-[1-tert-butoxycarbonyl-pyrrolidin-3-yl]propanoic acid